C1=NNC=2C1=C1C3=C(C(=NC1=CC2)C2=CC=C(C(=O)O)C=C2)CCC3 4-(3,8,9,10-Tetrahydrocyclopenta[c]pyrazolo[4,3-f]quinolin-7-yl)benzoic acid